3-(4-bromobenzyl)-1-(3-fluoropropyl)pyrrolidine BrC1=CC=C(CC2CN(CC2)CCCF)C=C1